The molecule is an acyl-CoA(4-) obtained by deprotonation of the phosphate and diphosphate OH groups of (18Z,21Z,24Z,27Z,30Z,33Z)-hexatriacontahexaenoyl-CoA; major species at pH 7.3. It is a conjugate base of a (18Z,21Z,24Z,27Z,30Z,33Z)-hexatriacontahexaenoyl-CoA. CC/C=C\\C/C=C\\C/C=C\\C/C=C\\C/C=C\\C/C=C\\CCCCCCCCCCCCCCCCC(=O)SCCNC(=O)CCNC(=O)[C@@H](C(C)(C)COP(=O)([O-])OP(=O)([O-])OC[C@@H]1[C@H]([C@H]([C@@H](O1)N2C=NC3=C(N=CN=C32)N)O)OP(=O)([O-])[O-])O